2-[1-[3,6-Dimethyl-2-(1-methylindol-3-yl)-4-oxo-chromen-8-yl]ethylamino]benzoic acid CC1=C(OC2=C(C=C(C=C2C1=O)C)C(C)NC1=C(C(=O)O)C=CC=C1)C1=CN(C2=CC=CC=C12)C